C(C)(C)(C)C1=NOC(=N1)C12CCC(CC1)(CC2)CN(C(=O)C21CC(C2)(C1)NC(OC(C)(C)C)=O)C1=CC(=CC=C1)C=1C=NC(=NC1)OCC tert-butyl (3-(((4-(3-(tert-butyl)-1,2,4-oxadiazol-5-yl)bicyclo[2.2.2]octan-1-yl)methyl) (3-(2-ethoxypyrimidin-5-yl)phenyl)carbamoyl)bicyclo[1.1.1]pentan-1-yl)carbamate